2,3,4,6-tetra-O-acetyl-D-glucopyranosyl trichloroacetimidate ClC(C(OC1[C@H](OC(C)=O)[C@@H](OC(C)=O)[C@H](OC(C)=O)[C@H](O1)COC(C)=O)=N)(Cl)Cl